5-(2-fluoro-benzyloxy)-4-methoxy-pyridine-2-carboxylic acid methyl ester COC(=O)C1=NC=C(C(=C1)OC)OCC1=C(C=CC=C1)F